Dioctadecyl (tert-butoxycarbonyl)-L-aspartate C(C)(C)(C)OC(=O)N[C@@H](CC(=O)OCCCCCCCCCCCCCCCCCC)C(=O)OCCCCCCCCCCCCCCCCCC